6-chloro-3-(((R)-1-(3,6-dimethyl-2-((1R*,5S*)-1-(5-methylpyrazin-2-yl)-3-azabicyclo[3.1.0]hexan-3-yl)-4-oxo-3,4-dihydroquinazolin-8-yl)ethyl)amino)-N-(methylsulfonyl)picolinamide ClC1=CC=C(C(=N1)C(=O)NS(=O)(=O)C)N[C@H](C)C=1C=C(C=C2C(N(C(=NC12)N1C[C@]2(C[C@@H]2C1)C1=NC=C(N=C1)C)C)=O)C |o1:29,31|